4-Chloroacetanilide CC(=O)NC1=CC=C(C=C1)Cl